ClC1=CC=C(C=C1)C(C(=O)NC(C)(CC(C)(C)C)C)N1C(C=2N(C=3C=CC=CC13)N=C1C=CC=CC12)=O (4-chlorophenyl)-2-(6-oxoindazolo[2,3-a]quinoxalin-5(6H)-yl)-N-(2,4,4-trimethylpentan-2-yl)acetamide